(S)-6-benzhydryl-11-hydroxy-3-(methoxymethyl)-5,6-dihydro-10H-imidazo[1,2-a]pyrido[2,1-c]pyrazin-10-one C(C1=CC=CC=C1)(C1=CC=CC=C1)[C@@H]1N2C(C=3N(C1)C(=CN3)COC)=C(C(C=C2)=O)O